CO[Si](NC(C1=CC=CC=C1)=O)(NC(C1=CC=CC=C1)=O)C N,N'-(Methoxy(methyl)silanediyl)dibenzamide